FC1(CCN(CC1)CC=1C=CC(=NC1)C(C)=O)F 1-(5-((4,4-difluoropiperidin-1-yl)methyl)pyridin-2-yl)ethan-1-one